OC(CN1CCC(CC1)CNC(OC(C)(C)C)=O)CN1C2=CC=CC=C2SC=2C=CC(=CC12)C(F)(F)F tert-butyl ((1-(2-hydroxy-3-(2-(trifluoromethyl)-10H-phenothiazin-10-yl)propyl)piperidine-4-yl)methyl)carbamate